(E)-2-(2-cyano-2-(2-methoxy-10-propylacridin-9(10H)-ylidene)acetamido)ethyl methacrylate C(C(=C)C)(=O)OCCNC(/C(=C/1\C2=CC=CC=C2N(C=2C=CC(=CC12)OC)CCC)/C#N)=O